ClC1=CC2=C([C@@]3(OCC2)C[C@H](N(CC3)CC=3C=NN(C3)C)C)S1 (2R,4S)-2'-chloro-2-methyl-1-((1-methyl-1H-pyrazol-4-yl)methyl)-4',5'-dihydrospiro[piperidine-4,7'-thieno[2,3-c]pyran]